NC1=C2C(=NC=N1)N(N=C2C#CC=2C=C(C=CC2)NC(=O)N2OCC[C@H]2C2=CC=CC=C2)CC (S)-N-(3-((4-amino-1-ethyl-1H-pyrazolo[3,4-d]pyrimidin-3-yl)ethynyl)phenyl)-3-phenylisoxazolidin-2-carboxamide